(R)-2-chloro-N-(1-cyclobutylpiperidin-3-yl)acetamide ClCC(=O)N[C@H]1CN(CCC1)C1CCC1